NC1=CC2=CN(N=C2C=C1OC)C1CCC(CC1)OC1CCN(CC1)C1=CC=CC=2N(C(N(C21)C)=O)C2C(NC(CC2)=O)=O 3-[4-[4-[4-(5-Amino-6-methoxy-indazol-2-yl)cyclohexoxy]-1-piperidyl]-3-methyl-2-oxo-benzimidazol-1-yl]piperidine-2,6-dione